4-(4-(3-cyano-6-(1-methyl-1H-pyrazol-4-yl)pyrazolo[1,5-a]pyridin-4-yl)phenyl)piperazine-1-carboxylic acid methyl ester COC(=O)N1CCN(CC1)C1=CC=C(C=C1)C=1C=2N(C=C(C1)C=1C=NN(C1)C)N=CC2C#N